NC1=C(C(=NN1C1C(COCC1)C)C1=CC=C(C=C1)CNC(C1=C(C=CC=C1)OC)=O)C#N N-[[4-[5-amino-4-cyano-1-(3-methyltetrahydropyran-4-yl)pyrazol-3-yl]phenyl]methyl]-2-methoxy-benzamide